3-[4-[3-[[(3S,4R)-3-Fluoro-4-piperidyl]oxymethyl]cyclobutyl]-3-methyl-2-oxo-benzimidazol-1-yl]piperidine-2,6-dione F[C@H]1CNCC[C@H]1OCC1CC(C1)C1=CC=CC=2N(C(N(C21)C)=O)C2C(NC(CC2)=O)=O